C1(=CC=CC=C1)C1=CC=CC(=N1)COCC1=NOCC1 3-(((6-phenylpyridin-2-yl)methoxy)methyl)-4,5-dihydroisoxazole